OCC(C(=O)NC=1C(=C(C(=C(C(=O)N(CC(CO)O)C)C1I)I)C(=O)N(CC(CO)O)C)I)CO 5-[3-hydroxy-2-hydroxymethyl-propionamido]-N,N'-dimethyl-N,N'-bis(2,3-dihydroxypropyl)-2,4,6-triiodoisophthalamide